3-cyclopentyl-5-(4,4,5,5-tetramethyl-1,3,2-dioxaborolan-2-yl)pyrazolo[1,5-a]pyridine C1(CCCC1)C=1C=NN2C1C=C(C=C2)B2OC(C(O2)(C)C)(C)C